C1=NC=C(C2=CC=CC=C12)N1C(N(C=2CC[C@H](CC2C1=O)C(F)(F)F)CC1(CC1)C#N)=O |r| racemic-1-((3-(isoquinolin-4-yl)-2,4-dioxo-6-(trifluoromethyl)-3,4,5,6,7,8-hexahydroquinazolin-1(2H)-yl)methyl)cyclopropane-1-carbonitrile